COC1=C(C=CC=C1)C1=NC=CC(=N1)COC1=C(C=CC=C1)C(C(=O)O)C(C)C (2-((2-(2-methoxyphenyl)pyrimidin-4-yl)methoxy)phenyl)-3-methylbutyric acid